OC1=C(C=C(C=C1C)C(C1=CC(=C(C(=C1)C)O)C)N)C Bis(4-hydroxy-3,5-dimethylphenyl)methylamine